5-(6-bromo-1-(2-cyanoethyl)-2,4-dioxo-1,4-dihydrothieno[3,2-d]pyrimidin-3(2H)-yl)-4-methylnicotinonitrile BrC1=CC=2N(C(N(C(C2S1)=O)C=1C=NC=C(C#N)C1C)=O)CCC#N